1-(5-((4-(6-fluoro-1H-indazol-3-yl)-3,6-dihydropyridin-1(2H)-yl)methyl)-1-oxoisoindolin-2-yl)dihydropyrimidine-2,4(1H,3H)-dione FC1=CC=C2C(=NNC2=C1)C=1CCN(CC1)CC=1C=C2CN(C(C2=CC1)=O)N1C(NC(CC1)=O)=O